C[C@@H]1N(CCN(C1)C1=NC=NC(=C1)C1=NNC2=CC=C(C=C12)OC1(CC1)C)CCOCC=O 2-[2-[(2S)-2-methyl-4-[6-[5-(1-methylcyclopropoxy)-1H-indazol-3-yl]pyrimidin-4-yl]piperazin-1-yl]ethoxy]acetaldehyde